5-methoxypyridin-2-yl-propanamide COC=1C=CC(=NC1)C(C(=O)N)C